[Si](C1=CC=CC=C1)(C1=CC=CC=C1)(C(C)(C)C)OCC[C@H](CCC)NC=1C2=C(N=C(N1)NC(=O)OC)C=NN2CC2=C(C=C(C(=O)OC)C=C2)OC methyl (S)-4-((7-((1-((tert-butyldiphenylsilyl)oxy)hexan-3-yl)amino)-5-((methoxycarbonyl)amino)-1H-pyrazolo[4,3-d]pyrimidin-1-yl)methyl)-3-methoxybenzoate